C(C)[C@@H]1CCC[C@@H](N1)C1=CC(=C2CNC(C2=C1)=O)C(F)(F)F 6-((2r,6r)-6-ethylpiperidin-2-yl)-4-(trifluoromethyl)isoindolin-1-one